Ethyl 6-{4-[2-(1,2-oxazol-3-yl)pyrrolidin-1-yl]piperidin-1-yl}-2-azaspiro[3.3]heptane-2-carboxylate O1N=C(C=C1)C1N(CCC1)C1CCN(CC1)C1CC2(CN(C2)C(=O)OCC)C1